C(C1=CC=CC=C1)NC(C(C1=CC(=CC=C1)[N+](=O)[O-])N(C(C#C)=O)C=1C=C(C(=O)OC)C=CC1)=O methyl 3-(N-(2-(benzylamino)-1-(3-nitrophenyl)-2-oxoethyl)propiolamido)-benzoate